4-(6-Aminopyridazin-3-yl)piperazine-1-carboxylic acid tert-butyl ester C(C)(C)(C)OC(=O)N1CCN(CC1)C=1N=NC(=CC1)N